propyleneglycol triacrylate C(C=C)(=O)O.C(C=C)(=O)O.C(C=C)(=O)O.C(C(C)O)O